monopropoxymethylacetylene C(CC)OCC#C